OC1=C(C=C(C=C1C(C)(C)C)CCCOC(C(=C)C)=O)N1N=C2C(=N1)C=CC=C2 2-(2'-hydroxy-5'-methacryloxypropyl-3'-tert-butyl-phenyl)benzotriazole